Tert-Butyl 5,6-dichloro-1-oxo-1,2,3,4-tetrahydro-9H-carbazole-9-carboxylate ClC1=C2C=3CCCC(C3N(C2=CC=C1Cl)C(=O)OC(C)(C)C)=O